3-((4-(3,4-dichlorophenyl)-5-isobutylthiazol-2-yl)amino)-5-(3-methoxyphenyl)thiophene-2-carboxylic acid ClC=1C=C(C=CC1Cl)C=1N=C(SC1CC(C)C)NC1=C(SC(=C1)C1=CC(=CC=C1)OC)C(=O)O